2-(((3S,7aS)-3-(((tert-butyldiphenylsilyl)oxy)methyl)tetrahydro-1H-pyrrolizin-7a(5H)-yl)methoxy)-7-chloro-4-(3,3-difluoropiperidin-1-yl)-8-fluoropyrido[4,3-d]pyrimidine [Si](C1=CC=CC=C1)(C1=CC=CC=C1)(C(C)(C)C)OC[C@@H]1CC[C@@]2(CCCN12)COC=1N=C(C2=C(N1)C(=C(N=C2)Cl)F)N2CC(CCC2)(F)F